(S)-3-(1H-benzo[d]imidazol-5-yl)-4-(4-(3,3-difluorobutyl)-2,3-difluoro-phenyl)oxazolidin-2-one N1C=NC2=C1C=CC(=C2)N2C(OC[C@@H]2C2=C(C(=C(C=C2)CCC(C)(F)F)F)F)=O